3-Cyclopropyl-6-(3,4-dimethylphenyl)-N-[3-(4-fluorophenyl)-1-methylazetidin-3-yl]-4-oxo-4,5-dihydropyrazolo[1,5-a]pyrazine-2-carboxamide C1(CC1)C=1C(=NN2C1C(NC(=C2)C2=CC(=C(C=C2)C)C)=O)C(=O)NC2(CN(C2)C)C2=CC=C(C=C2)F